CN1N=C(C2=NC=C(C=C21)OC=2C=C(C=CC2)C2=CC(=C(C=C2)C(=O)O)CC)C 3'-((1,3-dimethyl-1H-pyrazolo[4,3-b]pyridin-6-yl)oxy)-3-ethyl-[1,1'-biphenyl]-4-carboxylic acid